CC1(OC(CC1)(C)C)C 2,2,5,5-tetramethyl-oxolane